NC=1C(=NC(=C(N1)F)C1=CC=C(C=C1)N1CCN(CC1)CC1CC1)C=1C=C2C(=CNC(C2=CC1F)=O)F 6-(3-amino-6-(4-(4-(cyclopropylmethyl)piperazin-1-yl)phenyl)-5-fluoropyrazin-2-yl)-4,7-difluoroisoquinolin-1(2H)-one